N1(CCC1)C1=C(C=C(C=C1)CC1CN(CCO1)C(C)C)C1=CC(=C(C#N)C=C1)F 4-[2-(azetidin-1-yl)-5-[(4-isopropylmorpholin-2-yl)methyl]phenyl]-2-fluoro-benzonitrile